methyl 2-(3-chloro-2-cyclopropyl-phenyl)-2-fluoro-propionate ClC=1C(=C(C=CC1)C(C(=O)OC)(C)F)C1CC1